(±)-2-(chloro(5-fluoro-2-(methoxymethoxy)phenyl)methyl)benzo[d]thiazole Cl[C@@H](C=1SC2=C(N1)C=CC=C2)C2=C(C=CC(=C2)F)OCOC |r|